[Ru+2].N1=C(C=CC=C1)C1=NC=CC=C1.N1=C(C=CC=C1)C1=NC=CC=C1.N1=C(C=CC=C1)C1=NC=CC=C1 tris(2,2'-bipyridine) ruthenium (2+)